7-methyl-3-methylene-octan-1,6,7-triol CC(C(CCC(CCO)=C)O)(C)O